tert-Butyl (1-(4-((3,4-dichloro-2-fluorophenyl)amino)pyrido[3,4-d]pyrimidin-6-yl)pyrrolidin-3-yl)carbamate ClC=1C(=C(C=CC1Cl)NC=1C2=C(N=CN1)C=NC(=C2)N2CC(CC2)NC(OC(C)(C)C)=O)F